CC1=CC=C(C=C1)S(=O)(=O)OCCOCCOCCN1N=CC(=C1)C1=C(N=NC(=C1)C1=C(C=CC=C1)OCOC)N 2-[2-[2-(4-[3-amino-6-[2-(methoxymethoxy)phenyl]pyridazin-4-yl]-1H-pyrazol-1-yl)ethoxy]ethoxy]ethyl 4-methylbenzene-1-sulfonate